OCC(CN1CCCCC1)NC(=O)C1NCCC(C1)CCC1=CC=CC=C1 N-(1-hydroxy-3-(piperidin-1-yl)propan-2-yl)-4-phenethylpiperidine-2-carboxamide